(R,R)-(-)-N,N'-Dimethyl-1,2-cyclohexanediamine CN[C@@H]1CCCC[C@H]1NC